Tert-butyl ((1r,3r)-3-(4-(2-(4-((5-(2-oxa-6-azaspiro[3.3]heptane-6-yl)pyrimidine-2-yl)oxy)phenyl)propan-2-yl)phenoxy)cyclobutyl)carbamate C1OCC12CN(C2)C=2C=NC(=NC2)OC2=CC=C(C=C2)C(C)(C)C2=CC=C(OC1CC(C1)NC(OC(C)(C)C)=O)C=C2